3-Methacryloxypropylmethyldiethoxysilane C(C(=C)C)(=O)OCCC[Si](OCC)(OCC)C